C(#N)C1=NC=CC(=C1)NC(=O)C1C(=NN(C1=O)C1=CC=C(C=C1)OC(F)F)C N-(2-cyanopyridin-4-yl)-1-(4-(difluoromethoxy)phenyl)-3-methyl-5-oxo-4,5-dihydro-1H-pyrazole-4-carboxamide